(R)-tert-butyl 3-((S)-3-(3-((aminooxy)methyl)-4-fluorophenyl)-1-(tert-butoxy)-1-oxopropan-2-yl)pyrrolidine-1-carboxylate NOCC=1C=C(C=CC1F)C[C@H](C(=O)OC(C)(C)C)[C@@H]1CN(CC1)C(=O)OC(C)(C)C